ClC=1C=CC(=C(C1)C1=CC(=NC=C1C(=O)NC=1SC=2C(=NC=C(N2)C2CC3(C2)CC(C3)C#N)N1)C)OC 4-(5-chloro-2-methoxyphenyl)-N-(6-(6-cyanospiro[3.3]hept-2-yl)thiazolo[4,5-b]pyrazin-2-yl)-6-methylnicotinamide